FC1=C(OC=2N=CC(=NC2)NC(C(=C)N2CC(N(CC2)C(=O)[C@H]2CCC=3N(C2)N=C(N3)CO)(C)C)=O)C=CC(=C1)F (S)-N-(5-(2,4-difluorophenoxy)pyrazin-2-yl)-2-(4-((S)-2-(hydroxymethyl)-5,6,7,8-tetrahydro-[1,2,4]triazolo[1,5-a]pyridine-6-carbonyl)-3,3-dimethyl-piperazin-1-yl)propenamide